C1(CCCCC1)C(=O)C(=S)[O-].[K+] potassium cyclohexanecarbonylthiocarboxylate